N-(2-chloro-3-((3,5-dimethyl-4-oxo-3,4-dihydroquinazolin-6-yl)amino)-4-fluorophenyl)-2-azaspiro[3.3]heptane-2-sulfonamide ClC1=C(C=CC(=C1NC=1C(=C2C(N(C=NC2=CC1)C)=O)C)F)NS(=O)(=O)N1CC2(C1)CCC2